1-Ethyl 2-[[2-(3-bromophenyl)acetyl]amino]-2-methyl-propanoate BrC=1C=C(C=CC1)CC(=O)NC(C(=O)OCC)(C)C